CN1CCN(CC1)C(=O)C1=NC=CC(=C1)NC1=NN2C(C(=CC=C2)N2CC(C2)(N2N=CC(=C2)C(F)(F)F)CC#N)=N1 2-[1-[2-[[2-(4-methylpiperazine-1-carbonyl)-4-pyridyl]amino]-[1,2,4]triazolo[1,5-a]pyridin-8-yl]-3-[4-(trifluoromethyl)pyrazol-1-yl]azetidin-3-yl]acetonitrile